FC=1C(=NC(=NC1)N(C1CN(CC1)C)C)N1CC(C1)C(=O)NC(C)(C)C1=CN=C2N1C=CC=C2 1-{5-fluoro-2-[methyl(1-methylpyrrolidin-3-yl)amino]pyrimidin-4-yl}-N-(2-{imidazo[1,2-a]pyridin-3-yl}propan-2-yl)azetidine-3-carboxamide